5-chloro-2-hydroxy-N-(4-hydroxyphenyl)benzamide ClC=1C=CC(=C(C(=O)NC2=CC=C(C=C2)O)C1)O